(2S,4R)-N-(4-bromothiazol-2-yl)-4-fluoropyrrolidine-2-carboxamide BrC=1N=C(SC1)NC(=O)[C@H]1NC[C@@H](C1)F